C(=CC1=CC=CC=C1)/C/1=C(/C(=O)OC1=O)\C styrene-citraconic anhydride